rac-(1R,2S,5R)-1-amino-5-(2-boronoethyl)-2-((dimethylamino)methyl)cyclohexane-1-carboxylic acid dihydrochloride Cl.Cl.N[C@]1([C@@H](CC[C@H](C1)CCB(O)O)CN(C)C)C(=O)O |r|